C(CCCC)C=1C=CC=C2CNCC12 7-pentyl-isoindoline